4-(2-(4,7,10-tris(2-(tert-butoxy)-2-oxoethyl)-1,4,7,10-tetraazacyclododecane-1-yl)acetyl)-1,4,7,10-tetraazacyclododecane-1,7-dicarboxylate C(C)(C)(C)OC(CN1CCN(CCN(CCN(CC1)CC(OC(C)(C)C)=O)CC(OC(C)(C)C)=O)CC(=O)N1CCN(CCNCCN(CC1)C(=O)[O-])C(=O)[O-])=O